NC1=C(C=CC(=C1)Cl)C(=O)N1CCC(CC1)C=1C=CN=C2NC(=NC12)C1CNCCO1 (2-amino-4-chlorophenyl){4-[2-(2-morpholinyl)-3H-1,3,4-triazainden-7-yl]-1-piperidyl}methanone